[4-[5-bis(3,5-di-tert-butyl-4-methoxy-phenyl)phosphino-1,3-benzodioxol-4-yl]-1,3-benzodioxol-5-yl]-bis(3,5-di-tert-butyl-4-methoxy-phenyl)phosphine C(C)(C)(C)C=1C=C(C=C(C1OC)C(C)(C)C)P(C1=C(C2=C(OCO2)C=C1)C1=C(C=CC=2OCOC21)P(C2=CC(=C(C(=C2)C(C)(C)C)OC)C(C)(C)C)C2=CC(=C(C(=C2)C(C)(C)C)OC)C(C)(C)C)C2=CC(=C(C(=C2)C(C)(C)C)OC)C(C)(C)C